ONC(CCCCCCNC(=O)C1=CN=CS1)=O N-(7-(hydroxyamino)-7-oxoheptyl)thiazole-5-carboxamide